FC1(CC2=CC=3CCCC3C(=C2C1)NC(=O)N=[S@](=O)(N)C=1C=NN2C1OCC(C2)(C)C)F (R)-N'-((2,2-difluoro-1,2,3,5,6,7-hexahydro-s-indacen-4-yl)carbamoyl)-6,6-dimethyl-6,7-dihydro-5H-pyrazolo[5,1-b][1,3]oxazine-3-sulfonimidamide